C(C)(C)(C)OC(=O)N1CC2(C1)CCC(CC2)CC2=CC(=CC=C2)C 7-(3-methylbenzyl)-2-azaspiro[3.5]Nonane-2-carboxylic acid tert-butyl ester